N-(5-((1E,3E)-4-(5-methoxy-6-[11C]methoxybenzo[d]thiazole-2-yl)buta-1,3-dienyl)pyridine-2-yl)acetamide COC=1C(=CC2=C(N=C(S2)/C=C/C=C/C=2C=CC(=NC2)NC(C)=O)C1)O[11CH3]